O[C@@H]1CO[C@H]2[C@@H]1OC[C@H]2OC2=CC=C(C=C2)C=2N(C(C(=CN2)NCCCC2=CC=CC=C2)=O)CC(=O)O 2-(2-(4-(((3R,3aR,6R,6aR)-6-hydroxyhexahydrofuro[3,2-b]furan-3-yl)oxy)phenyl)-6-oxo-5-((3-phenylpropyl)amino)pyrimidin-1(6H)-yl)acetic acid